C(C)(C)(C)OC(=O)N1C[C@H]2C([C@H]2C1)C1=NOC(=C1C(=O)OCC)C (1R,5S,6r)-6-[4-(ethoxycarbonyl)-5-methyl-1,2-oxazol-3-yl]-3-azabicyclo[3.1.0]Hexane-3-carboxylic acid tert-butyl ester